9,10-bis-(2,2-difluoro-cyclopropylmethoxy)-2-((S)-1-[1,4]dioxan-2-ylmethoxy)-1-methyl-6,7-dihydro-pyrido[2,1-a]isoquinolin-4-one FC1(C(C1)COC=1C=C2CCN3C(C2=CC1OCC1C(C1)(F)F)=C(C(=CC3=O)OC[C@H]3OCCOC3)C)F